CNC(=O)NC(C=C)=O N-(methylcarbamoyl)acrylamide